FC(C(=O)[O-])(F)F.FC(C(=O)[O-])(F)F.[Pd+2] palladium ditrifluoroacetate